1-((4-(2-hydroxyethoxy)pyrimidin-2-yl)methyl)-4-(1-(4-(trifluoromethyl)phenyl)-1H-indazol-3-yl)pyridin-2(1H)-one OCCOC1=NC(=NC=C1)CN1C(C=C(C=C1)C1=NN(C2=CC=CC=C12)C1=CC=C(C=C1)C(F)(F)F)=O